NC1(CC=C(C=C1)N)C(F)(F)F 1,4-diaminobenzotrifluoride